C1(=CC=CC=C1)SC=1C=CC2=C(NC(=N2)NC(OC)=O)C1 methyl N-(6-phenylsulfanyl-1H-benzimidazol-2-yl)carbamate